C1(=CC=CC2=CC=CC=C12)NC=O N-(1-naphthyl)formamide